CC1=C(C(N(C2=NC=CN=C21)CC2=NC=CC=C2C(F)(F)F)=O)N2CCNCC2 8-methyl-7-(piperazin-1-yl)-5-((3-(trifluoromethyl)pyridin-2-yl)methyl)pyrido[2,3-b]pyrazin-6(5H)-one